5-hydroxy-4-propyl-furan OC1=C(C=CO1)CCC